C1(=CC=CC=C1)C(O)C1=CC=CC=C1 Diphenyl-methanol